2-heptyl-4-(3-trifluoromethylbenzylamino)-7-methoxychromane hydrochloride Cl.C(CCCCCC)C1OC2=CC(=CC=C2C(C1)NCC1=CC(=CC=C1)C(F)(F)F)OC